C(C)(C)(C)OC(=O)N mono-tert-butyloxycarbonylamine